8-cyclobutyl-2-((1-(methylsulfonyl)piperidin-4-yl)amino)-7-oxo-7,8-dihydropyrido[2,3-d]pyrimidine-6-carbonitrile C1(CCC1)N1C(C(=CC2=C1N=C(N=C2)NC2CCN(CC2)S(=O)(=O)C)C#N)=O